CC1=C(C(=NN1)C(F)F)C(=O)O methyl-3-difluoromethyl-4-pyrazolecarboxylic acid